C1(CC1)C1CC(C1)(O)C1=CC2=C(N=C(N=C2)C2=CC=3C(N=C2)=NN(C3)C)S1 cis-3-cyclopropyl-1-(2-(2-methyl-2H-pyrazolo[3,4-b]pyridin-5-yl)thieno[2,3-d]pyrimidin-6-yl)cyclobutanol